N'-{4-[[1-(6-chloropyridin-2-yl)-1H-pyrazol-3-yl]oxy]-2,5-dimethylphenyl}-N-propylformamidine ClC1=CC=CC(=N1)N1N=C(C=C1)OC1=CC(=C(C=C1C)N=CNCCC)C